7-methyl-3-((benzenesulfonyl)methyl)benzopyran-4-one CC1=CC2=C(C(C(=CO2)CS(=O)(=O)C2=CC=CC=C2)=O)C=C1